ClC=1SC(=CC1)Cl 2,5-dichlorothiophen